ON1C(NC2=C(C1=O)SC=N2)=O 6-Hydroxythiazolo[4,5-d]pyrimidine-5,7(4H,6H)-dione